6-methyl-3,5-heptadiene CC(=CC=CCC)C